C(C)O[C@@H](C(F)(F)F)C1=C(C=C(C=C1)[C@H](CC(=O)O)CC)NC1=NC=C(N=C1)OC (S)-3-(4-((R)-1-ethoxy-2,2,2-trifluoroethyl)-3-((5-methoxypyrazin-2-yl)amino)phenyl)pentanoic acid